(2R,5S)-3-(4-aminophenethyl)-2-(1-(4-bromophenyl)-3-(4-fluorophenyl)-1H-pyrazol-4-yl)-5-ethyloxazolidin-4-one NC1=CC=C(CCN2[C@H](O[C@H](C2=O)CC)C=2C(=NN(C2)C2=CC=C(C=C2)Br)C2=CC=C(C=C2)F)C=C1